3-bromo-1-(3-chloropyridin-2-yl)-N-(2,4-dichloro-6-(isopropylaminoformyl)phenyl)-N-methyl-1H-pyrazole-5-carboxamide BrC1=NN(C(=C1)C(=O)N(C)C1=C(C=C(C=C1C(=O)NC(C)C)Cl)Cl)C1=NC=CC=C1Cl